C1(CCCC1)N1N=CC=2C=NC(=CC21)NC2=NC(=CC(=N2)N2CCNCC2)N2CCCC2 1-cyclopentyl-N-[4-(piperazin-1-yl)-6-(pyrrolidin-1-yl)pyrimidin-2-yl]-1H-pyrazolo[4,3-c]pyridin-6-amine